FC=1C=C(OC2=CC=C(N)C=C2)C=CC1 4-(3-fluorophenoxy)aniline